[Cl-].NCC1=NC=CN1CCCO aminomethyl-3-(3-hydroxypropyl)imidazole chloride